4,4'-dihydroxy-p-terphenyl OC1=CC=C(C=C1)C1=CCC(C=C1)(C1=CC=CC=C1)O